ethyl 5-(N-(4-chloro-2-((N-(furan-2-ylmethyl)-2,2-dimethylpropionamido) methyl) phenyl)-N-ethylsulfamoyl)-3-methylbenzofuran-2-carboxylate ClC1=CC(=C(C=C1)N(S(=O)(=O)C=1C=CC2=C(C(=C(O2)C(=O)OCC)C)C1)CC)CN(C(C(C)(C)C)=O)CC=1OC=CC1